(E)-3-(2-(2,3-dihydrobenzofuran-5-yl)hydrazineylidene)piperidin-2-one O1CCC2=C1C=CC(=C2)N\N=C/2\C(NCCC2)=O